O(C1=CC=CC=C1)C1=CC=C(C=C1)N1N=C2C(NCC[C@H]2N2CCN(CC2)C(C=C)=O)=C1C(=O)N (7R)-2-(4-phenoxyphenyl)-7-[4-(prop-2-enoyl)piperazin-1-yl]-4,5,6,7-tetrahydro-2H-pyrazolo[4,3-b]pyridine-3-carboxamide